(R)-N-((4-(cyclopropanesulfonamido)pyridin-2-yl)(1-methylpiperidin-4-yl)methyl)-5-(6-ethoxypyrazin-2-yl)thiazole-2-carboxamide C1(CC1)S(=O)(=O)NC1=CC(=NC=C1)[C@H](NC(=O)C=1SC(=CN1)C1=NC(=CN=C1)OCC)C1CCN(CC1)C